ethylcyclohexylphenyl-2,3-difluorophenetole C(C)C1=C(C(=C(C(=C1OCC)F)F)C1=CC=CC=C1)C1CCCCC1